FC(CNC(NC1=NC=C(C=C1)C=1C=NC(=NC1)OC)=O)F 3-(2,2-difluoroethyl)-1-(5-(2-methoxypyrimidin-5-yl)pyridin-2-yl)urea